4-(3-oxo-2,3-dihydro-1H-pyrrolo[3,4-c]pyridin-6-yl)piperazine O=C1NCC2=C1C=NC(=C2)N2CCNCC2